1-((((9H-fluoren-9-yl)methoxy)carbonyl)amino)-3-(2-ethoxy-2-oxoethyl)cyclobutane-1-carboxylic acid C1=CC=CC=2C3=CC=CC=C3C(C12)COC(=O)NC1(CC(C1)CC(=O)OCC)C(=O)O